5-((3-(dimethylcarbamoyl)phenyl)amino)-7H-pyrrolo[2,3-c][2,6]naphthyridine-8-carboxylic Acid CN(C(=O)C=1C=C(C=CC1)NC1=NC2=C(C3=CN=CC=C13)C=C(N2)C(=O)O)C